C(C)(C)(C)OC(=O)N1C[C@@H](CC1)NC(C1=CC(=C(C=C1)C=1C=NN(C1)C)OC)=O (R)-3-(3-methoxy-4-(1-methyl-1H-pyrazol-4-yl)-benzoylamino)pyrrolidine-1-carboxylic acid tert-butyl ester